3-(5-hydroxy-6-oxo-1,6-dihydropyrimidin-4-yl)-2-(6-(4-(2-morpholinoethyl)phenyl)-3-oxo-1H-pyrrolo[1,2-c]imidazol-2(3H)-yl)propionic acid OC1=C(N=CNC1=O)CC(C(=O)O)N1C(N2C(C1)=CC(=C2)C2=CC=C(C=C2)CCN2CCOCC2)=O